O=C1NC(CCC1N1C(C2=CC=C(C=C2C1=O)N1CCN(CC1)C1CCN(CC1)CCCC1=CC=C(C=C1)/C(=C(/CC)\C1=CC=CC=C1)/C1=CC=C(C=C1)O)=O)=O (E)-2-(2,6-dioxopiperidin-3-yl)-5-(4-(1-(3-(4-(1-(4-hydroxyphenyl)-2-phenylbut-1-en-1-yl)phenyl)propyl)piperidin-4-yl)piperazin-1-yl)isoindoline-1,3-dione